methyl N-[5-[6-[2-(3,4-difluorophenyl)-1,2,4-triazol-3-yl]-8-methyl-imidazo[1,2-a]pyridin-3-yl]-2-pyridyl]carbamate FC=1C=C(C=CC1F)N1N=CN=C1C=1C=C(C=2N(C1)C(=CN2)C=2C=CC(=NC2)NC(OC)=O)C